NC1=C2C(=NC=N1)N(N=C2C2=C(C(=C(C=C2)OC)F)F)C(C)C2=NC1=CC=CC(=C1C(N2C=2C=NC=CC2)=O)Cl 2-(1-(4-amino-3-(2,3-difluoro-4-methoxyphenyl)-1H-pyrazolo[3,4-d]pyrimidin-1-yl)ethyl)-5-chloro-3-(pyridin-3-yl)quinazolin-4(3H)-one